1-((S)-1-(3-chloro-5-fluoro-2-(hydroxymethyl)phenyl)ethyl)-3-ethyl-5-methylimidazolidine-2,4-dione ClC=1C(=C(C=C(C1)F)[C@H](C)N1C(N(C(C1C)=O)CC)=O)CO